C(C1=CC=CC=C1)(=O)C1=CC=C(S1)C(=O)C1=C(N(C2=CC=C(C=C12)Cl)C(=O)N)O 3-(5-benzoylthiophene-2-carbonyl)-5-chloro-2-hydroxy-1H-indole-1-carboxamide